ClC1=CC=C(C=C1)C1=CC=C(C=C1)N1N=CC2=CC(=C(C(=C12)F)O)F 1-(4'-Chloro-[1,1'-biphenyl]-4-yl)-5,7-difluoro-1H-indazol-6-ol